[SiH3]OCCOCCO 2-(2-siloxyethoxy)ethanol